FC1CCC2[C@@]1(C[C@@H](C1[C@]3(CCC(NC3=CCC12)=O)C)O)C (4aR,5S,6aS)-7-fluoro-5-hydroxy-4a,6a-dimethyl-4,4a,4b,5,6,6a,7,8,9,9a,9b,10-dodecahydro-1H-indeno[5,4-f]-quinolin-2(3H)-one